benzyl-propyl-malonic acid dipentyl ester C(CCCC)OC(C(C(=O)OCCCCC)(CCC)CC1=CC=CC=C1)=O